OC1=NC(=NC(=N1)OC)OC 2-hydroxy-4,6-dimethoxy-1,3,5-triazine